[Si](C)(C)(C(C)(C)C)OCCC1=C(NC=C1)C(=O)OC(C)(C)C Tert-butyl 3-(2-((tert-butyldimethylsilyl) oxy) ethyl)-1H-pyrrole-2-carboxylate